ClC=1C=C(C=C(C1)Cl)[C@@H]1[C@@H](C1)CC(=O)N[C@H]1CN(CC1)C=1C=NC=C(C1)C(F)(F)F (1S,2S)-2-(3,5-dichlorophenyl)-N-((R)-1-(5-(trifluoromethyl)pyridin-3-yl)pyrrolidin-3-yl)cyclopropane-1-carboxyamide